(S)-4-(cyclopropylethynyl)-4-(1,1-difluoroethyl)-6-fluoro-7-((6-oxopyrimidin-1(6H)-yl)methyl)-3,4-dihydroquinazolin-2(1H)-one C1(CC1)C#C[C@@]1(NC(NC2=CC(=C(C=C12)F)CN1C=NC=CC1=O)=O)C(C)(F)F